di-t-butyl bicyclo[1.1.1]pentane-1,3-dicarbamate C12(CC(C1)(C2)NC(=O)OC(C)(C)C)NC(=O)OC(C)(C)C